O=C1NC(CC[C@@H]1N1CC2=CC=C(C=C2C1=O)CNC(OC1CC(C1)OC(C)C)=O)=O (1s,3s)-3-(propan-2-yloxy)cyclobutyl N-{[2-(2,6-dioxopiperidin-3-yl)-3-oxo-2,3-dihydro-1H-isoindol-5-yl]methyl}carbamate